C1(CCC1)OC1=C2CC[C@@H](N(C2=CC=C1C=1C=NN(C1)[C@H]1C[C@@H](NCC1)C)C(=O)OC)C methyl (S)-5-cyclobutoxy-2-methyl-6-(1-((2S,4R)-2-methylpiperidin-4-yl)-1H-pyrazol-4-yl)-3,4-dihydroquinoline-1(2H)-carboxylate